C(CCCCCCCCCC=CCCCCCCCC)(=O)OCCCCCCCCCCCCCCC(=O)O 15-(eicosa-11-enoyloxy)-pentadecanoic acid